BrC=1CCCC1 2-bromo-2-cyclopentene